C1[C@H]2N(CCN1)C(CCC2)=O (S)-octahydro-6H-pyrido[1,2-a]pyrazin-6-one